FC1(CNCCC1=O)F 3,3-difluoro-4-oxopiperidin